CC(C(=O)C=1SC=CC1C(=O)O)C (2-methylpropanoyl)thiophene-3-carboxylic acid